CS(=O)(=O)N1CCN(CC1)C1=CN=CC(=N1)C1=CC(=CS1)NC(CCCC)=O N-(5-(6-(4-(methylsulfonyl)piperazin-1-yl)pyrazin-2-yl)thiophen-3-yl)valeramide